5-methyl-2-(4-methoxyphenyl)benzo[d]oxazole CC=1C=CC2=C(N=C(O2)C2=CC=C(C=C2)OC)C1